ethyl 2-amino-5-methyloxazole-4-carboxylate NC=1OC(=C(N1)C(=O)OCC)C